NC1=C2N=C(N(C2=NC(=N1)F)CCCNS(=O)(=O)C)CC=1C=C2C(CCC2=CC1I)=O N-(3-(6-amino-2-fluoro-8-((6-iodo-3-oxo-2,3-dihydro-1H-inden-5-yl)methyl)-9H-purin-9-yl)propyl)methane-sulfonamide